COC(=O)C1=CC=C2C(=NN(C2=C1)C)C(NC1=CC=C(C=C1)OC(F)(F)F)=O 1-methyl-3-[[4-(trifluoromethoxy)phenyl]carbamoyl]indazole-6-carboxylic acid methyl ester